6-chloro-1-((E)-3-((2R,3S)-3-hydroxypiperidin-2-yl)allyl)-1H-indole-3-carboxylic acid dihydrochloride Cl.Cl.ClC1=CC=C2C(=CN(C2=C1)C\C=C\[C@H]1NCCC[C@@H]1O)C(=O)O